3-chloro-2-methoxy-6,7,7a,8,10,11-hexahydro-9H-pyrazino[1,2-d]pyrido[3,2-b][1,4]oxazepin ClC1=CC=2OCCC3N(C2N=C1OC)CCNC3